C(C)(C)(C)C1N(CCC1C=1C=C(C=2C=CC=3N(C2N1)C=C(N3)C(=O)OCC)C(C(F)(F)F)(F)F)C(=O)OC(CCCC)(O)O pentaneTriol tert-butyl-3-[8-(ethoxycarbonyl)-4-(1,1,2,2,2-pentafluoroethyl)imidazo[1,2-a]1,8-naphthyridin-2-yl]pyrrolidine-1-carboxylate